tetraoxotungsten O=[W](=O)(=O)=O